15-chloro-16,21-dimethoxy-18,18-dioxo-8,11-dioxa-18λ6-thia-19-azatetracyclo[18.3.1.113,17.02,7]pentacosa-1(24),2,4,6,13,15,17(25),20,22-nonaen-12-one ClC=1C=C2C(OCCOC3=CC=CC=C3C=3C=CC(=C(NS(C(C1OC)=C2)(=O)=O)C3)OC)=O